C1(CCCC1)C(=O)OC1CN(C1)C=1N=C(C2=C(N1)CC[S@+]2[O-])NC2CCOCC2 [1-[(5R)-5-oxido-4-(tetrahydropyran-4-ylamino)-6,7-dihydrothieno[3,2-d]pyrimidin-5-ium-2-yl]azetidin-3-yl] cyclopentanecarboxylate